(R)-3-(4-butyl-2,5-dimethoxyphenyl)piperidine hydrochloride Cl.C(CCC)C1=CC(=C(C=C1OC)[C@@H]1CNCCC1)OC